(3,3-difluorocyclobutyl)(6-(1H-pyrazolo[3,4-b]pyridin-5-yl)thieno[2,3-b]pyridin-2-yl)methanol FC1(CC(C1)C(O)C1=CC=2C(=NC(=CC2)C=2C=C3C(=NC2)NN=C3)S1)F